OCC1=CC=C(C=C1)N1N=C2C(N(CCC2)C(=O)OC(C)(C)C)=C1 tert-butyl 2-[4-(hydroxymethyl)phenyl]-6,7-dihydro-5H-pyrazolo[4,3-b]pyridine-4-carboxylate